2-amino-2'-methoxy-1,1'-binaphthyl NC1=C(C2=CC=CC=C2C=C1)C1=C(C=CC2=CC=CC=C12)OC